ClC1=C(C=2N=C(N=C(C2C=N1)N1CCOC[C@](C1)(O)C)OC[C@H]1N(CCC1)C)F (S)-4-(7-Chloro-8-fluoro-2-(((S)-1-methylpyrrolidin-2-yl)methoxy)pyrido[4,3-d]pyrimidin-4-yl)-6-methyl-1,4-oxazepan-6-ol